pyrene-1-sulfonic acid sodium salt [Na+].C1(=CC=C2C=CC3=CC=CC4=CC=C1C2=C34)S(=O)(=O)[O-]